2-(azepan-1-yl)-5-bromo-N-(3-carbamoyl-phenyl)pyridine-3-carboxamide N1(CCCCCC1)C1=NC=C(C=C1C(=O)NC1=CC(=CC=C1)C(N)=O)Br